C(C)OC(=O)C1CNC(OC1)=O 2-oxo-1,3-oxazinane-5-carboxylic acid ethyl ester